NC1=NC=CC=C1C1=NC=2C(=NC(=CC2)C2=CC=CC=C2)N1C1=CC=C(C=C1)C1CCN(CC1)CC1CCC(CC1)C1=NSC(N1)=O 3-((1r,4r)-4-((4-(4-(2-(2-aminopyridin-3-yl)-5-phenyl-3H-imidazo[4,5-b]pyridin-3-yl)phenyl)piperidin-1-yl)methyl)cyclohexyl)-1,2,4-thiadiazol-5(4H)-one